Cl.Cl.CC1=NN2N=C(C=C(C2=N1)C)C=1C=CC(=C(C1)O)C1=CN=C(N=N1)N1C[C@@H](NCC1)C(C)C 5-(2,8-dimethyl[1,2,4]triazolo[1,5-b]pyridazin-6-yl)-2-{3-[(3S)-3-(propan-2-yl)piperazin-1-yl]-1,2,4-triazin-6-yl}phenol dihydrochloride